CC(=C(C(=O)N)C)[C@@H](C)[C@H]1CC[C@H]2[C@@H]3CCC4C[C@H](CC[C@]4(C)[C@H]3CC[C@]12C)O dimethyl-3b-hydroxy-cholenamide